1-({3,4-difluoro-2-[(2-fluoro-4-iodophenyl)amino]phenyl}carbonyl)-3-[(trans)-2-hydroxycyclohexyl]azetidin-3-ol FC=1C(=C(C=CC1F)C(=O)N1CC(C1)(O)[C@H]1[C@@H](CCCC1)O)NC1=C(C=C(C=C1)I)F